FC(C(=O)O)(F)F.CC1=CC=C(O1)N1OCCC1 (S)-(5-Methylfuranyl)isoxazolidine 2,2,2-trifluoroacetate salt